COC=1C=C(C=NC1)CN1N=C(C=CC1=O)C=1C=NC(=NC1)OCC(F)(F)F 2-((5-methoxypyridin-3-yl)methyl)-6-(2-(2,2,2-trifluoroethoxy)pyrimidin-5-yl)pyridazine-3(2H)-one